N-methylbenzo[d][1,3]dioxole-4-carboxamide CNC(=O)C1=CC=CC=2OCOC21